methyl (S)-7-((3-(4-fluorophenoxy)benzoyl)glycyl)-1,4-dioxa-7-azaspiro[4.4]nonane-8-carboxylate FC1=CC=C(OC=2C=C(C(=O)NCC(=O)N3CC4(OCCO4)C[C@H]3C(=O)OC)C=CC2)C=C1